1-(4-(7-(benzyloxy)-3-phenyl-1H-isochromen-4-yl)-2-fluorophenyl)-4-(dimethoxymethyl)piperidine C(C1=CC=CC=C1)OC1=CC=C2C(=C(OCC2=C1)C1=CC=CC=C1)C1=CC(=C(C=C1)N1CCC(CC1)C(OC)OC)F